methyl (2S)-2-[4-bromo-2-(1,1-difluoropropyl)-5-fluorophenoxy]propanoate BrC1=CC(=C(O[C@H](C(=O)OC)C)C=C1F)C(CC)(F)F